C(C)(C)(C)C1=C(C(=CC(=C1)C(C)(C)C)C(C)(C)C)O 2,4,6-Tris-tert-Butylphenol